8-fluoro-6-(hydroxymethyl)-3,4-dihydroisoquinoline-2(1H)-carboxylic acid tert-butyl ester C(C)(C)(C)OC(=O)N1CC2=C(C=C(C=C2CC1)CO)F